C1(CC1)C1=CC(=C(C2=CC=CC=C12)N)B1OC(C(O1)(C)C)(C)C 4-Cyclopropyl-2-(4,4,5,5-tetramethyl-1,3,2-dioxaborolan-2-yl)naphthalen-1-amine